C(CCOC=1C(=C2CN(CC2=CC1OC)C(C(=O)O)CC=O)Cl)OC=1C(=C2CN(CC2=CC1OC)C(C(=O)O)CC=O)Cl 4'-((propane-1,3-diylbis(oxy))bis(4-chloro-6-methoxyisoindoline-5,2-diyl))bis(4-oxobutanoic acid)